Glycine bisulfate salt S(O)(O)(=O)=O.NCC(=O)O